2-chloro-N-(4-sulfamoylbenzyl)propanamide ClC(C(=O)NCC1=CC=C(C=C1)S(N)(=O)=O)C